7-methoxy-1-methyl-5-nitro-indoline-2,3-dione COC=1C=C(C=C2C(C(N(C12)C)=O)=O)[N+](=O)[O-]